The molecule is a capsaicinoid. It has a role as a non-narcotic analgesic, a voltage-gated sodium channel blocker and a TRPV1 agonist. CC(C)/C=C/CCCCC(=O)NCC1=CC(=C(C=C1)O)OC